(2S)-1-tert-butoxycarbonyl-4-(3-pyrrolidin-1-ylpropoxy)pyrrolidine-2-carboxylic acid C(C)(C)(C)OC(=O)N1[C@@H](CC(C1)OCCCN1CCCC1)C(=O)O